benzyl N-[3-[3-[3-(hydroxymethyl)phenyl]-1-tetrahydropyran-2-yl-indazol-5-yl]oxy-1-(methoxymethyl)propyl]carbamate OCC=1C=C(C=CC1)C1=NN(C2=CC=C(C=C12)OCCC(COC)NC(OCC1=CC=CC=C1)=O)C1OCCCC1